C(C)OC1=C(C=C2C=CN=C(C2=C1)OC[C@H]1NC([C@@](C1)(C)F)=O)C(=O)N 7-ethoxy-1-{[(2S,4S)-4-fluoro-4-methyl-5-oxopyrrolidin-2-yl]methoxy}isoquinoline-6-carboxamide